NC1=NC=C(C(=N1)N)OC1=CC(=NC=C1C(C)C)S(=O)(=O)N(C)C 4-((2,4-diaminopyrimidin-5-yl)oxy)-5-isopropyl-N,N-dimethylpyridine-2-sulfonamide